C1(CC1)CC(=O)C1=CC=CC=C1 2-cyclopropyl-1-phenyl-ethanone